C1=CC=CC=2C3=CC=CC=C3C(C12)(CCO)CCO 9H-fluorene-9,9-diethanol